5-((1-(6-chloro-5-methylpyrimidin-4-yl)piperidin-4-yl)oxy)-2-methyl-2H-indazole ClC1=C(C(=NC=N1)N1CCC(CC1)OC1=CC2=CN(N=C2C=C1)C)C